4'-dimethylaminomethyl-6-phenylethynyl-biphenyl CN(C)CC1=CC=C(C=C1)C1=CC=CC=C1C#CC1=CC=CC=C1